3-benzyl-6-[5-(difluoromethyl)-1,3,4-oxadiazol-2-yl]-2,3-dihydro-4H-1,3-benzoxazin-4-one C(C1=CC=CC=C1)N1COC2=C(C1=O)C=C(C=C2)C=2OC(=NN2)C(F)F